COCCN1N=CC=C1C=O (1-(2-methoxyethyl)-1H-pyrazol-5-yl)methanone